tert-Butyl ((1s,4s)-4-((2-chloro-5-(1-isopropyl-1H-pyrazol-3-yl)pyridin-4-yl)amino)cyclohexyl)carbamate ClC1=NC=C(C(=C1)NC1CCC(CC1)NC(OC(C)(C)C)=O)C1=NN(C=C1)C(C)C